2-[2-[2-(Tert-butoxycarbonylamino)ethoxy]ethoxy]ethyl methanesulfonate CS(=O)(=O)OCCOCCOCCNC(=O)OC(C)(C)C